3-(6-methoxy-4-methylpyridin-3-yl)azetidine-1-carboxylic acid tert-butyl ester C(C)(C)(C)OC(=O)N1CC(C1)C=1C=NC(=CC1C)OC